(1R)-1-{5-[2-(2,2,2-Trifluoroethoxy)pyridin-4-yl]-1,2,4-oxadiazol-3-yl}-6-azaspiro[2.5]octan-6-sulfonamid FC(COC1=NC=CC(=C1)C1=NC(=NO1)[C@@H]1CC12CCN(CC2)S(=O)(=O)N)(F)F